C(CCCCCCCCCCC)NC(C1=CC=C(C(=O)NCCCCCCCCCCCC)C=C1)=O N,N'-didodecyl-terephthalamide